1-(1-(4-(5-(1H-pyrazol-1-yl)pyridin-3-yl)-1H-1,2,3-triazol-1-yl)ethyl)-4-chloropyridin-2(1H)-one N1(N=CC=C1)C=1C=C(C=NC1)C=1N=NN(C1)C(C)N1C(C=C(C=C1)Cl)=O